The molecule is a member of the class of 2,1-benzoxathioles that is 2,1-benzoxathiole 1,1-dioxide in which both of the hydrogens at position 3 have been substituted by 3-bromo-4-hydroxy-5-isopropyl-2-methylphenyl groups. It has a role as an acid-base indicator, a dye and a two-colour indicator. It is a 2,1-benzoxathiole, an arenesulfonate ester, an organobromine compound, a polyphenol and a sultone. CC1=C(C=C(C(=C1Br)O)C(C)C)C2(C3=CC=CC=C3S(=O)(=O)O2)C4=C(C(=C(C(=C4)C(C)C)O)Br)C